OC(CN(CCCNC(CCCCCCC\C=C/C\C=C/CCCCC)=O)CCCOCCCCCCCCCCC(C)C)CO N-[3-[(2,3-dihydroxypropyl)(3-isotridecyloxypropyl)amino]propyl]linoleamide